1-(2-(2-(2-butoxyethoxy)ethoxy)-1-phenylethenyl)-4-methoxybenzene C(CCC)OCCOCCOC=C(C1=CC=CC=C1)C1=CC=C(C=C1)OC